N1N=CC(=C1)C1=CC=C(C=C1)NC1=NC(=NC(=C1)C)N1CCNCCC1 N-(4-(1H-pyrazol-4-yl)phenyl)-2-(1,4-diazepan-1-yl)-6-methylpyrimidin-4-amine